COC1=CC2=C(N(C(O2)=O)CCNC(=O)C=2OC3=C(C2)C=CC=C3)C=C1 (E)-N-(2-(6-methoxy-2-oxo-2,3-dihydro-1,3-benzoxazol-3-yl)ethyl)-2-benzofuranamide